ClC=1C=C(O[C@H]2CN(CC2)C2(CCC2)C(=O)N[C@@H](C)C2=CC=C(C(=O)N)C=C2)C=CC1 4-[(1S)-1-[[1-[(3R)-3-(3-Chlorophenoxy)pyrrolidin-1-yl]cyclobutane-1-carbonyl]amino]ethyl]benzamide